COC1=CC=C(C=C1)[C@]1(C(N(CC1)C1=C(C=C(C=C1C)C)C)=O)C (S)-3-(4-methoxyphenyl)-3-methyl-1-(2,4,6-trimethylphenyl)-2-pyrrolidone